CO[Si](C=CC1=CC2=C1C=CC=C2)(C)OC dimethoxy(methyl)(benzocyclobutenyl-vinyl)silane